ethylenebis-12-hydroxystearamide CCCCCCC(CCCCCCCCCCC(=O)NCCNC(=O)CCCCCCCCCCC(CCCCCC)O)O